8-methyl-6,7-dihydropyrimido[5,4-b][1,4]oxazin CN1C2=C(OCC1)C=NC=N2